CN1C2(CC2)CN(CC1)C1=CC=CC=2NC=NC21 4-(4-methyl-4,7-diazaspiro[2.5]octan-7-yl)-1H-benzo[d]imidazole